O1COC2=C1C=CC(=C2)C(C(C(=O)O)C)C2=CC1=CC(=CC=C1C=C2)OCC(=O)NC2CCCCCC2 3-(benzo[d][1,3]dioxol-5-yl)-3-(7-(2-(cycloheptylamino)-2-oxoethoxy)naphthalen-2-yl)-2-methylpropanoic acid